(+/-)-trans-methyl 3-((2-chloro-5-fluoro-6-(p-tolyl)pyrimidin-4-yl)amino)bicyclo[2.2.2]octane-2-carboxylate ClC1=NC(=C(C(=N1)NC1C(C2CCC1CC2)C(=O)OC)F)C2=CC=C(C=C2)C